3,4-epoxycyclohexylmethyl α-allyloxymethylacrylate C(C=C)OCC(C(=O)OCC1CC2C(CC1)O2)=C